9-[(2R,3R,4S,5R)-3,4-dihydroxy-5-(hydroxymethyl)-tetrahydro-furan-2-yl]-1H-purin-6-one O[C@H]1[C@@H](O[C@@H]([C@H]1O)CO)N1C=2N=CNC(C2N=C1)=O